N-(4-((1R,3R)-2-(bicyclo[1.1.1]pentan-1-yl)-3-methyl-2,3,4,9-tetrahydro-1H-pyrido[3,4-b]indol-1-yl)phenyl)azetidin-3-amine C12(CC(C1)C2)N2[C@@H](C=1NC3=CC=CC=C3C1C[C@H]2C)C2=CC=C(C=C2)NC2CNC2